C(CC(=O)[O-])(=O)[O-].[Na+].[Na+] Disodium propanedioate